N1(N=CC=C1)CC1=CC2=C(C(=NO2)N)C=C1OC(F)F 6-((1H-pyrazol-1-yl)methyl)-5-(difluoromethoxy)benzo[d]isoxazol-3-amine